ethyl (E)-3-oxo-1-phenyl-2,7,10,13,16-pentaoxa-4-azaicos-18-en-20-oate O=C(OCC1=CC=CC=C1)NCCOCCOCCOCCOC\C=C\C(=O)OCC